FC1=C(OC2=C(C=C(C(=O)NCC=3C=NC=CC3)C=C2)C=2C3=C(C(N(C2)C)=O)NC=C3)C=CC(=C1)F 4-(2,4-difluorophenoxy)-3-(6-methyl-7-oxo-6,7-dihydro-1H-pyrrolo[2,3-c]pyridin-4-yl)-N-(pyridin-3-ylmethyl)benzamide